4-[3-[2,6-Dichloro-4-(1-methylindazol-4-yl)benzoyl]-2,4-dihydro-1,3-benzoxazin-8-yl]-5-fluoro-2-(3-oxa-8-azabicyclo[3.2.1]octan-8-yl)benzoic acid ClC1=C(C(=O)N2COC3=C(C2)C=CC=C3C3=CC(=C(C(=O)O)C=C3F)N3C2COCC3CC2)C(=CC(=C1)C1=C2C=NN(C2=CC=C1)C)Cl